NC1=CC=C(C=C1)C1(C2=CC(=CC=C2C=2C=CC(=CC12)O)O)C1=CC=C(C=C1)N 9,9-bis(4-aminophenyl)-9H-fluorene-2,7-diol